tert-butyl 8-fluoro-6-hydroxy-1-oxo-3,4-dihydroisoquinoline-2(1H)-carboxylate FC=1C=C(C=C2CCN(C(C12)=O)C(=O)OC(C)(C)C)O